2-(2,6-dioxopiperidin-3-yl)-5-((4-(4-((4-((3-(methylsulfonyl)benzyl)amino)-5-(trifluoromethyl)pyrimidin-2-yl)amino)phenyl)piperazin-1-yl)methyl)isoindoline-1,3-dione O=C1NC(CCC1N1C(C2=CC=C(C=C2C1=O)CN1CCN(CC1)C1=CC=C(C=C1)NC1=NC=C(C(=N1)NCC1=CC(=CC=C1)S(=O)(=O)C)C(F)(F)F)=O)=O